2-(tert-butyl)-N-(4-(8-(3-(dimethylamino)azetidin-1-yl)-7H-purin-6-yl)-2-methylbenzyl)thiazole-5-carboxamide C(C)(C)(C)C=1SC(=CN1)C(=O)NCC1=C(C=C(C=C1)C1=C2NC(=NC2=NC=N1)N1CC(C1)N(C)C)C